C(#N)C[C@H](CCC=C)S(=O)(=O)N(CC1=CC=C(C=C1)OC)CC1=CC=C(C=C1)OC (2S)-1-CYANO-N,N-BIS(4-METHOXYBENZYL)-5-HEXENE-2-SULFONAMIDE